3-isopropylbicyclo[2.2.1]hept-5-ene-2-carboxylic acid ethyl ester C(C)OC(=O)C1C2C=CC(C1C(C)C)C2